FC=1C=C2C=C(NC2=CC1OCC1=NOC(=C1)C(F)(F)F)CNC(=O)C1(CC1)C N-((5-fluoro-6-((5-(trifluoromethyl)isoxazol-3-yl)methoxy)-1H-indol-2-yl)methyl)-1-methylcyclopropane-1-carboxamide